COC1=CC=C(C=C1)C=1C(=NON1)C(=O)O 4-(4-methoxyphenyl)-1,2,5-oxadiazolecarboxylic acid